(S)-6-(((3-chloropyrazin-2-yl)methyl)carbamoyl)-5-azaspiro[2.4]heptane-5-carboxylic acid benzyl ester C(C1=CC=CC=C1)OC(=O)N1CC2(CC2)C[C@H]1C(NCC1=NC=CN=C1Cl)=O